7-aminoimidazo[1,2-a]pyridine NC1=CC=2N(C=C1)C=CN2